C1(CC(C(=CC1)C(C)C)O)C para-menthenol